C1(CC1)C1(C=C(C(N(C1)CC1=CC(=CC=C1)CCO)=O)C(=O)NC)C(=O)N 5-cyclopropyl-1-(3-(2-hydroxyethyl)benzyl)-N3-methyl-2-oxo-1,2-dihydropyridine-3,5-dicarboxamide